CC(C)C[C@@H](C(=O)N[C@@H](CC1=CC=CC=C1)C(=O)N)NC(=O)[C@H](CC2=CC=CC=C2)C[C@H]([C@H](CC3=CC=CC=C3)NC(=O)OC(C)(C)C)O The molecule is a peptide and carboxamide that is L-leucyl-L-phenylalaninamide, L-Leu-L-Phe-NH2, which has been acylated on the N-terminus by a Phe-Phe hydroxyethylene dipeptide isotere, 2R-benzyl-5S-tert-butoxycarbonylamino-4R-hydroxy-6-phenylhexanoic acid. Compounds based on the structure of L-685,458 are potent inhibitors of gamma-secretase, which mediates the final catalytic step that generates the amyloid beta-peptide (Abeta), which assembles into the neurotoxic aggregates in the brains of sufferers of Alzheimer's disease. It has a role as a peptidomimetic and an EC 3.4.23.46 (memapsin 2) inhibitor. It is a secondary alcohol, a peptide, a carbamate ester and a monocarboxylic acid amide. It contains a tert-butoxycarbonyl group.